N1N=CC=C1CC(=O)NC1=NN=C(S1)CCC(CN1N=NC(=C1)C(=O)NCC1=C(C=CC(=C1)OC(F)(F)F)F)F 1-(4-(5-(2-(1H-pyrazol-5-yl)acetamido)-1,3,4-thiadiazol-2-yl)-2-fluorobutyl)-N-(2-fluoro-5-(trifluoromethoxy)benzyl)-1H-1,2,3-triazole-4-carboxamide